NC1=NNC2=CC(=CC(=C12)C)C1=CC=C(C=C1)NS(=O)(=O)C1=C(C=CC(=C1)OC)F N-(4-(3-amino-4-methyl-1H-indazol-6-yl)-phenyl)-2-fluoro-5-methoxybenzenesulfonamide